7-methoxy-2-methyl-1,2,4,5-tetrahydro-3H-benzo[d]azepine-3-carboxylic acid tert-butyl ester C(C)(C)(C)OC(=O)N1C(CC2=C(CC1)C=C(C=C2)OC)C